5-fluoro-1-methyl-1H-indol FC=1C=C2C=CN(C2=CC1)C